benzyl-naphthalenesulfonic acid C(C1=CC=CC=C1)C1=C(C2=CC=CC=C2C=C1)S(=O)(=O)O